N-((R)-1-(3-(difluoromethyl)-2-fluorophenyl)ethyl)-1-(1-(fluoromethyl)cyclopropyl)-4-(((1R,5S,8s)-3-methyl-3-azabicyclo[3.2.1]octan-8-yl)amino)-6-oxo-1,6-dihydropyridine-3-carboxamide FC(C=1C(=C(C=CC1)[C@@H](C)NC(=O)C1=CN(C(C=C1NC1[C@H]2CN(C[C@@H]1CC2)C)=O)C2(CC2)CF)F)F